BrC1=CC=C(C=C1)[C@]12[C@](C3=C(C=NC=C3Cl)O1)([C@@H]([C@@H]([C@H]2C2=CC=CC=C2)C(=O)N(C)C)O)O |r| Rac-(4bS,5R,6R,7S,7aR)-7a-(4-bromophenyl)-4-chloro-4b,5-dihydroxy-N,N-dimethyl-7-phenyl-4b,6,7,7a-tetrahydro-5H-cyclopenta[4,5]furo[2,3-c]pyridine-6-carboxamide